1-benzyl-3-(3-fluoro-4-methylphenyl)pyrrolidin-2-one C(C1=CC=CC=C1)N1C(C(CC1)C1=CC(=C(C=C1)C)F)=O